C1(CCCCC1)=N cyclohexylideneamine